ClC=1C=NC=C(C1C(ON1N=C(C2=CC=CC=C12)C(=O)NC=1C=NN(C1)C1CN(C1)C)C)Cl 1-(3,5-dichloropyridin-4-yl)ethoxyl-N-(1-(1-methylazetidin-3-yl)-1H-pyrazol-4-yl)-1H-indazole-3-carboxamide